COC(C)(OC)C=1C(=C(C=CC1)C(C(=O)OCC)(F)F)F Ethyl 2-[3-(1,1-dimethoxyethyl)-2-fluoro-phenyl]-2,2-difluoro-acetate